rac-N-{(3R,4R)-4-Fluoro-1-[(4-methoxyphenyl)methyl]-4-methyl-5-oxopyrrolidin-3-yl}methanesulfonamide F[C@@]1([C@@H](CN(C1=O)CC1=CC=C(C=C1)OC)NS(=O)(=O)C)C |r|